2-(3-azidoazetidin-1-yl)ethoxy-tert-butyl-dimethyl-silane N(=[N+]=[N-])C1CN(C1)CCO[Si](C)(C)C(C)(C)C